BrCCCC(C(CN1C(C2=CC=CC=C2C1)=O)CC)=C1N(CC2=CC=CC=C12)CC(C(CC(C)Br)=O)CC 6-Bromo-3-(5-bromo-2,3-dihydro-3-oxo-2-ethylhexyl-1H-isoindol-1-ylidene)-2,3-dihydro-2-ethylhexyl-1H-Isoindol-1-one